(R)-propane-1,2-diyldibenzene C([C@@H](C)C1=CC=CC=C1)C1=CC=CC=C1